Cl.O=C1NC(CCC1C1=C(C(=O)N)C=C(C=N1)N1CCNCC1)=O (2,6-dioxopiperidin-3-yl)-5-(piperazin-1-yl)nicotinamide hydrochloride